Cl.C1(CCCC1)NC1=CC(=C2C(NC(=NC2=C1)CSC1CCNCC1)=O)F 7-(cyclopentylamino)-5-fluoro-2-((piperidin-4-ylthio)methyl)quinazolin-4(3H)-one hydrochloride